NC1=CC=C(OC2=C(C=C(C=C2)C2=CC(=C(C=C2)OC2=CC=C(C=C2)N)S(=O)(=O)O)S(=O)(=O)O)C=C1 4,4'-bis(4-aminophenoxy)-[1,1'-biphenyl]-3,3'-disulfonic acid